2-decyltetradecanoamide C(CCCCCCCCC)C(C(=O)N)CCCCCCCCCCCC